CC(C#N)(C)C1=C2C(=NC(=C1)N1[C@@H](COCC1)C)C(=NN2C([2H])([2H])[2H])C=2N(N=CC2)C2OCCCC2 2-methyl-2-(5-((3R)-3-methylmorpholin-4-yl)-3-(2-tetrahydropyran-2-ylpyrazol-3-yl)-1-(trideuteromethyl)pyrazolo[4,3-b]pyridin-7-yl)propionitrile